CN(C(OC1=CC=C2C(=C(C(OC2=C1)=O)C(C1=C(C=CC=C1)F)NS(NC)(=O)=O)CBr)=O)C 4-(bromomethyl)-3-(2-fluoro ((N-methylsulfamoyl)amino)benzyl)-2-oxo-2H-chromen-7-yl dimethylcarbamate